6-bromo-4-(6-azaspiro[2.5]octane-6-yl)benzo[d]isoxazol-3-amine BrC1=CC2=C(C(=NO2)N)C(=C1)N1CCC2(CC2)CC1